C(#N)C=1C=C(C=CC1)CC(C=1SC2=C(N1)C=CC(=C2)OC)NS(=O)(=O)C=2C=C(C(=O)N(CCNC(OC(C)(C)C)=O)C)C=CC2 tert-butyl N-[2-[[3-[[2-(3-cyanophenyl)-1-(6-methoxy-1,3-benzothiazol-2-yl)ethyl]sulfamoyl]benzoyl]-methyl-amino]ethyl]carbamate